rac-2-{6-bromoimidazo[1,2-a]pyridin-2-yl}-1-(2-methoxyethyl)pyrrolidine BrC=1C=CC=2N(C1)C=C(N2)[C@@H]2N(CCC2)CCOC |r|